(R)-2-(4-(4-ethyl-3-methoxybenzyl)-2-(2-isopropylphenyl)piperazin-1-yl)-7-azaspiro[3.5]nonane C(C)C1=C(C=C(CN2C[C@H](N(CC2)C2CC3(C2)CCNCC3)C3=C(C=CC=C3)C(C)C)C=C1)OC